N-(3-fluoro-4-(1-methyl-6-(1-Boc-pyrazol-4-yl)-1H-indazol-5-yloxy)phenyl)-6-cyclopropoxy-2-oxo-1-(4-fluorophenyl)-1,2-dihydropyridine-3-carboxamide FC=1C=C(C=CC1OC=1C=C2C=NN(C2=CC1C=1C=NN(C1)C(=O)OC(C)(C)C)C)NC(=O)C=1C(N(C(=CC1)OC1CC1)C1=CC=C(C=C1)F)=O